C(C)C=1C=C2CCCC(C2=CC1)CN (6-ethyl-1,2,3,4-tetrahydronaphthalen-1-yl)methylamine